BrC1=CC=C(C=C1)N1C=NC2=C1C=C(C(=C2)F)OC 1-(4-Bromophenyl)-5-fluoro-6-methoxy-1H-benzo[d]imidazole